(E)-tetra-tert-butyl 2,2',2'',2'''-(2-(4-(6-(1,3-dioxoisoindolin-2-yl)hex-1-en-1-yl)benzyl)-1,4,7,10-tetraazacyclododecane-1,4,7,10-tetrayl)tetraacetate O=C1N(C(C2=CC=CC=C12)=O)CCCC/C=C/C1=CC=C(CC2N(CCN(CCN(CCN(C2)CC(=O)OC(C)(C)C)CC(=O)OC(C)(C)C)CC(=O)OC(C)(C)C)CC(=O)OC(C)(C)C)C=C1